N1CC2(CC1)CNC1=C(O2)C=CC=N1 3,4-dihydrospiro[pyrido[3,2-b][1,4]oxazine-2,3'-pyrrolidine]